cis-N-[2-fluoro-5-(5-fluoro-3-pyridinyl)-4-(trifluoromethyl)phenyl]-3-methyl-1-(5-methyl-1,3,4-oxadiazol-2-yl)-6-azabicyclo[3.1.1]heptane-6-carboxamide FC1=C(C=C(C(=C1)C(F)(F)F)C=1C=NC=C(C1)F)NC(=O)N1C2CC(CC1(C2)C=2OC(=NN2)C)C